6-(1-methylpyrazol-4-yl)-N-(4-piperidylmethyl)pyrazolo[1,5-a]pyrazin-4-amine CN1N=CC(=C1)C=1N=C(C=2N(C1)N=CC2)NCC2CCNCC2